6-(5-((R)-1-(3,5-dimethylpyridazin-4-yl)ethoxy)-1H-indazol-3-yl)-1'-ethylspiro[chroman-2,4'-piperidin]-4-ol CC=1N=NC=C(C1[C@@H](C)OC=1C=C2C(=NNC2=CC1)C=1C=C2C(CC3(CCN(CC3)CC)OC2=CC1)O)C